ClC1=CC=C(C=C1)C(=O)C1=NC=CC=C1 (4-chlorophenyl)(2-pyridyl)methanone